NC1=NC(=CC(=C1)NCCCC)CC1=CC=C(C=C1)C(=O)N1CCN(CC1)CC(CO)O 2-Amino-4-(butylamino)-6-(4-(4-(2,3-dihydroxypropyl)piperazine-1-carbonyl)benzyl)pyridine